ClC=1C=CC(=C(C1)O)C=1N=NC(=CC1C(F)(F)F)N1C[C@H](OCC1)CO 5-chloro-2-[6-[(2S)-2-(hydroxymethyl)morpholin-4-yl]-4-(trifluoromethyl)pyridazin-3-yl]phenol